4-(2-aminophenyl)-2-butyrylamino-4-oxobutanoic acid methyl ester COC(C(CC(=O)C1=C(C=CC=C1)N)NC(CCC)=O)=O